ClC1=C(C=NC=C1I)[N+](=O)[O-] 4-chloro-5-iodo-3-nitropyridin